1-(2-(2-isobutyl-4-methylphenoxy)ethyl)-4-methylpiperazine dihydrochloride Cl.Cl.C(C(C)C)C1=C(OCCN2CCN(CC2)C)C=CC(=C1)C